(2S,5R)-4-(1-(3-ethylquinoxalin-6-yl)ethyl)-2,5-dimethylpiperazine C(C)C=1C=NC2=CC=C(C=C2N1)C(C)N1C[C@@H](NC[C@H]1C)C